N=1C=CN2C=COC=CC21 Imidazo[1,2-d][1,4]Oxazepine